CC1=CC(=NN1)C(=O)N (5-methyl-1H-pyrazol-3-yl)carboxamide